NC1=CC(=C(OC=2N=C(SC2C2=NC(=NC=C2)N[C@@H]2CN(C[C@H](C2)F)C(=O)OC(C)(C)C)C)C=C1)OC tert-butyl (3S,5S)-3-[[4-[4-(4-amino-2-methoxy-phenoxy)-2-methyl-thiazol-5-yl]pyrimidin-2-yl]amino]-5-fluoro-piperidine-1-carboxylate